C(CCCCCCC(=O)OCCC(CCCCCC)CCCCCC)(=O)OCC(COC(CCC(OCCCC\C=C/CC)OCCCC\C=C/CC)=O)CO 1-(3-((4,4-bis(((Z)-oct-5-en-1-yl)oxy)butanoyl)oxy)-2-(hydroxymethyl)propyl) 8-(3-hexylnonyl) octanedioate